C1(CC1)C1=NC(=NO1)C=1C=C(C(=NC1)C1=NC2=C(N=NC(=C2)C(CC)=O)N1C)SCC 1-{6-[5-(5-cyclopropyl-1,2,4-oxadiazol-3-yl)-3-(ethylsulfanyl)pyridin-2-yl]-7-methyl-7H-imidazo[4,5-c]pyridazin-3-yl}propan-1-one